C1=CC(=CC=C1CCC(=O)/C=C/C=C/C2=CC=C(C=C2)O)O The molecule is a diarylheptanoid that is 4E-6E-dien-3-one substituted by 4-hydroxyphenyl group at positions 1 and 7. It has been isolated from the rhizomes of Curcuma kwangsiensis. It has a role as a plant metabolite. It is a diarylheptanoid, a member of phenols and an enone.